2-(5-methoxy-1-methyl-1H-imidazo[4,5-b]pyridin-2-yl)-3-methyl-5-(trifluoromethyl)phenol COC1=CC=C2C(=N1)N=C(N2C)C2=C(C=C(C=C2C)C(F)(F)F)O